(3S*,4R*)-4-{1-[(tert-butyl-dimethylsilyl)oxy]-6-fluoro-2,3-dihydro-1H-inden-5-yl}-2-oxopyrrolidine-3-carboxylic acid methyl ester COC(=O)[C@@H]1C(NC[C@H]1C=1C=C2CCC(C2=CC1F)O[Si](C)(C)C(C)(C)C)=O |o1:4,8|